COS(=O)(=O)[O-].C[N+]1=CN(C=C1)C=C 3-Methyl-1-vinylimidazolium methylsulfate